N-(Pyridin-3-ylmethyl)-6-{4-[1-(1,1,1-trifluoro-2-methylpropan-2-yl)piperidin-4-yl]-1,4-diazepan-1-yl}pyridine-2-carboxamide N1=CC(=CC=C1)CNC(=O)C1=NC(=CC=C1)N1CCN(CCC1)C1CCN(CC1)C(C(F)(F)F)(C)C